3-cyclohexyl-1-propene C1(CCCCC1)CC=C